FC1(CN(CCC1)CC1=CC=C(C=C1)[C@H](C)NC=1N=CC2=C(N1)N(C(C(=C2)F)=O)CC(C)(C)C)F 2-{(S)-1-[4-(3,3-Difluoro-piperidin-1-ylmethyl)-phenyl]-ethylamino}-8-(2,2-dimethyl-propyl)-6-fluoro-8H-pyrido[2,3-d]pyrimidin-7-on